ClC1=C(C(C2=CC=CC=C2C1=O)=O)NCC1=CC=C(C(=O)NC2=NC=CC=C2)C=C1 4-(((3-chloro-1,4-dioxo-1,4-dihydronaphthalen-2-yl)amino)methyl)-N-(pyridin-2-yl)benzamide